CC=1N=CC(=NC1)C(C(=O)OC)C(=O)OC dimethyl 2-(5-methylpyrazin-2-yl)malonate